N-(3,5-difluoro-4-(((8-isopropyl-2-((tetrahydro-2H-pyran-4-yl)amino)pyrazolo[1,5-a][1,3,5]triazin-4-yl)amino)methyl)phenyl)propanamide FC=1C=C(C=C(C1CNC1=NC(=NC=2N1N=CC2C(C)C)NC2CCOCC2)F)NC(CC)=O